N-[(1R,3S)-3-{[6-chloro-2-(trifluoromethyl)quinolin-4-yl]amino}cyclohexyl]-1H-pyrazole-5-carboxamide ClC=1C=C2C(=CC(=NC2=CC1)C(F)(F)F)N[C@@H]1C[C@@H](CCC1)NC(=O)C1=CC=NN1